[I-].C(C)OC(CCCC(=O)OCNC(=O)C=1C=[N+](C=CC1)C)=O 3-({[(5-ethoxy-5-oxopentanoyl)oxy]methyl}carbamoyl)-1-methylpyridinium iodide